BrC1=CC=C2C(=C(C(N(C2=C1)C)=O)C#N)N1CCC(CC1)C1=CC=C(C=C1)OC 7-bromo-4-[4-(4-methoxyphenyl)piperidin-1-yl]-1-methyl-2-oxo-1,2-dihydroquinoline-3-carbonitrile